NN1C(N(N=CC1=O)C1=CC(=C(C(=C1)C)OC=1C=C2C3(C(NC2=CC1)=O)CCCC3)C)=O amino-2-(3,5-dimethyl-4-((2'-oxospiro[cyclopentane-1,3'-indolin]-5'-yl)oxy)phenyl)-1,2,4-triazine-3,5(2H,4H)-dione